C(CCCCC)(=O)OOC(CC)(C)C 1-dimethylpropyl peroxyhexanoate